2-(1-cyclopropylpyrazol-4-yl)tetrahydropyran-4-amine C1(CC1)N1N=CC(=C1)C1OCCC(C1)N